BrC1=C(C=C2C(=NC(=NC2=C1F)OCC12CC(CN2CC(C1)=C)=C)N1C[C@@](CCC1)(O)C)F (R)-1-(7-bromo-2-((2,6-dimethylenetetrahydro-1H-pyrrolizin-7a(5H)-yl)methoxy)-6,8-difluoroquinazolin-4-yl)-3-methylpiperidin-3-ol